6-bromo-4-methylisochroman-4-ol BrC=1C=C2C(COCC2=CC1)(O)C